C(CCC)(=O)OC=1C(=NC=CC1OC)C(N[C@@H](C)C1=NN(C(=N1)C(C1=CC=C(C=C1)F)C1=CC=C(C=C1)F)C)=O (S)-2-((1-(5-(bis(4-fluorophenyl)methyl)-1-methyl-1,2,4-triazol-3-yl)ethyl)carbamoyl)-4-methoxypyridin-3-yl butyrate